1,5-bis(4-methylphenyl)pentan-3-ol CC1=CC=C(C=C1)CCC(CCC1=CC=C(C=C1)C)O